ClC=1C=2N(C=CC1)N=C(C2)[C@H]2N(CCC1=C2N=CN1)C(=O)C=1C=NN2C1C=CC(=C2)COC (S)-(4-(4-chloropyrazolo[1,5-a]pyridin-2-yl)-6,7-dihydro-1H-imidazo[4,5-c]pyridin-5(4H)-yl)(6-(methoxymethyl)pyrazolo[1,5-a]pyridin-3-yl)methanone